C(C1=CC=CC=C1)OC(=O)N[C@H](C(=O)O)C1CC(C1)C1CC1 (S)-2-(((benzyloxy)carbonyl)amino)-2-((1S,3R)-3-cyclopropylcyclobutyl)acetic acid